([1-(4-Hydroxyphenoxy)ethylidene]bisphosphonic acid) OC1=CC=C(OC(C)(P(O)(O)=O)P(O)(O)=O)C=C1